C1(=CC=CC2=CC=CC=C12)C1C(=O)OCC1 α-naphthyl-γ-butyrolactone